FC(C)(C)C1=CN=NC=C1 4-(2-fluoro-propane-2-yl)-pyridazine